FC(OC1=CC2=C(N=C(O2)C=2C(=C(C=CC2)C2=C(C(=CC=C2)C=2OC3=C(N2)C=C(C=C3)CN3CC(C3)(C)C)C)C)C=C1CN1[C@@H](CCC1)C(=O)O)F ((6-(difluoromethoxy)-2-(3'-(5-((3,3-dimethylazetidin-1-yl)methyl)benzo[d]oxazol-2-yl)-2,2'-dimethyl-[1,1'-biphenyl]-3-yl)benzo[d]oxazol-5-yl)methyl)-L-proline